ClC=1C(=CC(=C(C(=O)NC2=CC(=CC=C2)[S@@](=O)(=NC([C@@H](C)O)=O)C)C1)OC=1C(=NC(=CC1)F)C)C(F)(F)F 5-chloro-2-((6-fluoro-2-methylpyridin-3-yl)oxy)-N-(3-((R)-N-((R)-2-hydroxypropanoyl)-S-methylsulfonimidoyl)phenyl)-4-(trifluoromethyl)benzamide